C(C)(C)[Si](N(C=CCC)[Si](C(C)C)(C(C)C)C(C)C)(C(C)C)C(C)C N,N-bis(triisopropylsilyl)butenamine